ClC1=C(C=CC=C1Cl)N1CCN(CC1)CCC1(NCCC2=CC=C(C=C12)C#N)C (2-(4-(2,3-dichlorophenyl)piperazine-1-yl)ethyl)-1-methyl-1,2,3,4-tetrahydroisoquinoline-7-carbonitrile